CCC1CC1CC(C)C2CC2C[C@H]([C@@H](CC)C(=O)[O-])O The molecule is the conjugate base of alpha-mycolic acid type-1 (II). A class of mycolic acids characterized by the presence of a proximal trans and a distal cis cyclopropyl group in the meromycolic chain.